butyl-benzoisothiazole C(CCC)C1=NSC2=C1C=CC=C2